n-Propyl α-Methoxyisobutyrate COC(C(=O)OCCC)(C)C